NC=CSC[C@@H](N)C(=O)O S-(2-amino-vinyl)-D-cysteine